CN1C(C=2C=CC=C3C2C1=CC1=C(N3C3=CC(=CC=C3)N3CCCCC3)N=CC=C1)=O 1-methyl-6-(3-(piperidin-1-yl)phenyl)-1,6-dihydro-2H-pyrido[3',2':6,7]azepino[4,3,2-cd]isoindol-2-one